Tert-butyl 2-(2-(4-((N-(tert-butyl)sulfamoyl)methoxy)phenyl)-6-oxo-5-((3-phenylpropyl)amino)pyrimidin-1(6H)-yl)acetate C(C)(C)(C)NS(=O)(=O)COC1=CC=C(C=C1)C=1N(C(C(=CN1)NCCCC1=CC=CC=C1)=O)CC(=O)OC(C)(C)C